2-(4-nitro-1-((2-(trimethylsilyl)ethoxy)methyl)-1H-pyrazol-3-yl)-1,3,4-oxadiazole [N+](=O)([O-])C=1C(=NN(C1)COCC[Si](C)(C)C)C=1OC=NN1